N7-methyl-3-phenyl-2,3-dihydrobenzofuran-5,7-dicarboxamide CNC(=O)C1=CC(=CC=2C(COC21)C2=CC=CC=C2)C(=O)N